ClC=1C=CC=C2C(C(=CNC12)C(=O)NC1=CC=C(C=C1)OC)=O 8-Chloro-N-(4-methoxyphenyl)-4-oxo-1H-quinoline-3-carboxamide